C1(CC1)C1=NC(=NO1)CN1N=C2C3=C(CCC2=C1)OC(=C3C)C(=O)NC[C@H]3OCCC3 2-[(5-Cyclopropyl-1,2,4-oxadiazol-3-yl)methyl]-8-methyl-N-[(2S)-tetrahydrofurane-2-ylmethyl]-4,5-dihydro-2H-furo[2,3-g]indazole-7-carboxamide